ClC=1C(=NC2=CC(=CC=C2N1)OC=1C=CC2=C(NC(=N2)C)C1)C=1C=NN(C1)CCN1CCCC1 chloro-7-((2-methyl-1H-benzo[d]imidazol-6-yl)oxy)-2-(1-(2-(pyrrolidin-1-yl)ethyl)-1H-pyrazol-4-yl)quinoxaline